methyl 4-benzyloxy-3-formyl-benzoate C(C1=CC=CC=C1)OC1=C(C=C(C(=O)OC)C=C1)C=O